S(=O)(=O)([O-])[O-].[Al+3].[NH4+].S(=O)(=O)([O-])[O-] Ammonium Aluminium Sulfat